C(C)(C)(C)[C@@]1(N(CC=CCC1)C(=O)O)C1=C(C=CC(=C1)Cl)Br.N[C@H](CC(=O)O)C(=O)O D-aspartic acid tert-Butyl-(R)-2-(2-bromo-5-chlorophenyl)-2,3,4,7-tetrahydro-1H-azepine-1-carboxylate